2-(3,4-dimethoxyphenyl)-3-isopropyl-5-(6-(piperazin-1-yl)pyridin-3-yl)-1H-indole COC=1C=C(C=CC1OC)C=1NC2=CC=C(C=C2C1C(C)C)C=1C=NC(=CC1)N1CCNCC1